ClC1=CC=CC(=N1)C=1C=C(C(=NC1)C(=O)N=C1SC(=NN1C)C(F)(F)F)S(=O)(=O)CC 5-(6-chloro-2-pyridyl)-3-ethylsulfonyl-N-[3-methyl-5-(trifluoromethyl)-1,3,4-thiadiazol-2-ylidene]pyridine-2-carboxamide